bis(2-hydroxypropyl)-bisphenol A OC(CC=1C(=C(O)C=CC1C(C)(C)C1=CC=C(C=C1)O)CC(C)O)C